FC=1C=C2C(=C(N(C2=CC1)C1=CC(=C(C=C1)F)C)C(C)C)C=O 5-fluoro-1-(4-fluoro-3-methyl-phenyl)-2-isopropyl-indole-3-carbaldehyde